methyl 1-[(4-{[(3,4-dichlorophenyl)methyl]sulfanyl}-3,5-dimethylphenyl)methyl]azetidine-3-carboxylate ClC=1C=C(C=CC1Cl)CSC1=C(C=C(C=C1C)CN1CC(C1)C(=O)OC)C